C(CCCCCCCCCCCCCCC(C)C)(=O)OC(CCCCCCCCC)CCCCCC hexyldecyl alcohol isostearate